4-((6-(1H-tetrazol-5-yl)quinolin-4-yl)amino)-N-(4-((2-methylpyridin-4-yl)amino)phenyl)benzamide N1N=NN=C1C=1C=C2C(=CC=NC2=CC1)NC1=CC=C(C(=O)NC2=CC=C(C=C2)NC2=CC(=NC=C2)C)C=C1